C(C=C(C)C)C=1C=C([C@H]2OC=3C=C(C=C(C3C(C2)=O)O)O)C=CC1O 3'-prenylnaringenin